FC(CN1[C@@H](C=2NC3=CC=CC=C3C2C[C@H]1C)C=1C(=C(OCCNCCCF)C=CC1OC)F)F N-(2-(3-((1R,3R)-2-(2,2-difluoroethyl)-3-methyl-2,3,4,9-tetrahydro-1H-pyrido[3,4-b]indol-1-yl)-2-fluoro-4-methoxyphenoxy)ethyl)-3-fluoropropan-1-amine